N-[(2S,3R)-2-[([1,1'-biphenyl]-3-yl)methyl]-4,4-difluoro-1-(2-methylpropanoyl)pyrrolidin-3-yl]methanesulfonamide C1(=CC(=CC=C1)C[C@@H]1N(CC([C@@H]1NS(=O)(=O)C)(F)F)C(C(C)C)=O)C1=CC=CC=C1